1,4,7,10,13-pentaazacyclopentadecaneN tert-butyl-4-(2-(4-chloro-2-fluorophenyl)-2-methylbenzo[d][1,3]dioxol-4-yl)-3-oxopiperidine-1-carboxylate C(C)(C)(C)OC(=O)N1CC(C(CC1)C1=CC=CC=2OC(OC21)(C)C2=C(C=C(C=C2)Cl)F)=O.N2=CCNCCNCCNCCNCC2